FC1=NC=CC(=C1)CNO N-((2-fluoropyridin-4-yl)methyl)hydroxylamine